N'-acetyl-4-amino-N',1-dimethyl-N-[(9-methylcarbazol-3-yl)methyl]pyrazolo[4,3-c]quinoline-8-carbohydrazide C(C)(=O)N(N(C(=O)C1=CC=2C3=C(C(=NC2C=C1)N)C=NN3C)CC=3C=CC=1N(C2=CC=CC=C2C1C3)C)C